C1(CC1)C=1C(=C2C(C(N(C2=C(C1)F)CC(=O)N[C@@H]([C@H](CC(=O)O)C(F)(F)F)C)=O)(C)C)F (3S,4R)-4-(2-(5-cyclopropyl-4,7-difluoro-3,3-dimethyl-2-oxoindol-1-yl)acetamido)-3-(trifluoromethyl)pentanoic acid